1,2,4-trihydroxyhexane OCC(CC(CC)O)O